C(C)(C)(C)OC(=O)N1C(CC2(CC2)CC1)CC=C 5-Allyl-6-azaspiro[2.5]octane-6-carboxylic acid tert-butyl ester